BrC1=CN=C(N1C)CN1C[C@H](CC1)N1C(N(C=2C1=NC=CC2)C2=CC=C(C=C2)C2=CC=C(C=C2)C(=O)OC)=O Methyl (S)-4'-(3-(1-((5-bromo-1-methyl-1H-imidazol-2-yl)methyl)pyrrolidin-3-yl)-2-oxo-2,3-dihydro-1H-imidazo[4,5-b]pyridin-1-yl)-[1,1'-biphenyl]-4-carboxylate